NC=1C=CC(=C(C1)[S@@](=O)(C)=NC(OC(C)(C)C)=O)F tert-butyl (S)-((5-amino-2-fluorophenyl)(methyl)(oxo)-λ6-sulfaneylidene)carbamate